C(C)OC1=CC=C(C=C1)NS(=O)(=O)C1=C(SC=C1C)C(=O)NC=1C=C(C(=O)OCC)C=CC1 Ethyl 3-(3-(N-(4-ethoxyphenyl)sulfamoyl)-4-methylthiophene-2-carboxamido)benzoate